ClC=1C2=C(C3=C(CN(S(N3)(=O)=O)CC3CC(C3)(F)F)C1)NC=C2Cl 6,7-dichloro-3-[(3,3-difluorocyclobutyl)methyl]-4,9-dihydro-1H-pyrrolo[3,2-h][2,1,3]benzothiadiazine 2,2-dioxide